C(C)C1=CC2=C(C3=CC=CC=C3C(=C2C=C1)OC(=O)OC)OC(=O)OC 2-ethyl-9,10-bis(methoxycarbonyloxy)anthracene